3-[4-[(Z)-2-ethoxyvinyl]-3-ethyl-2-oxo-benzimidazol-1-yl]piperidine-2,6-dione C(C)O\C=C/C1=CC=CC=2N(C(N(C21)CC)=O)C2C(NC(CC2)=O)=O